6-[5-(5-fluoro-6-methyl-2-pyridyl)-1H-imidazol-4-yl]-3-(1H-pyrazol-4-yl)quinoline FC=1C=CC(=NC1C)C1=C(N=CN1)C=1C=C2C=C(C=NC2=CC1)C=1C=NNC1